COC1=C(C(=O)NCC=2OC(=NN2)C=2SC=CC2)C=CC(=C1)OCCOC 2-methoxy-4-(2-methoxyethoxy)-N-((5-(thiophen-2-yl)-1,3,4-oxadiazol-2-yl)methyl)benzamide